C(CC1=CC=C(N)C=C1)C1=CC=C(N)C=C1 4,4'-Ethylenedianiline